ICC1CCCCC1 4-iodomethyl-cyclohexane